FC=1C=C(C=C(C1)F)C(C=1C=CC(=C(C#N)C1)F)(F)F 5-((3,5-Difluorophenyl)difluoromethyl)-2-fluorobenzonitrile